C(CCCCCCCCCCC)N[Na] N-dodecylaminosodium